C1([C@H](O)[C@@H](O)[C@H](O)[C@H](O1)CO)OC1=C(C=CC(=C1)OC)CCC(=O)O 3-(2-glucosyloxy-4-methoxyphenyl)propionic acid